Methyl 2-(1-(5-fluoropyrimidin-2-yl) pyrrolidin-3-yl)-2-methylpropionate FC=1C=NC(=NC1)N1CC(CC1)C(C(=O)OC)(C)C